6-fluoro-2,4-dimethyl-4-(selenocyanatomethyl)isoquinoline-1,3(2H,4H)-dione FC=1C=C2C(C(N(C(C2=CC1)=O)C)=O)(C[Se]C#N)C